O=C1OC(CC1C1CC2C(C(OC2=O)=O)C2=C1C=CC(=C2)OC2=CC=C(C=C2)C2=CC=C(C=C2)OCC(C2=CC=C(C=C2)\C=C\C(C2=CC=CC=C2)=O)O)=O 5-(2,5-Dioxooxolan-3-yl)-8-[4-[4-[2-hydroxy-2-[4-[(E)-3-oxo-3-phenylprop-1-enyl]phenyl]ethoxy]phenyl]phenoxy]-3a,4,5,9b-tetrahydrobenzo[e][2]benzofuran-1,3-dione